(R)-dibenzyl (2-(benzyloxy)-3-(docosyloxy)propyl) phosphate P(=O)(OCC1=CC=CC=C1)(OCC1=CC=CC=C1)OC[C@@H](COCCCCCCCCCCCCCCCCCCCCCC)OCC1=CC=CC=C1